FC1(OC2=C(O1)C=CC(=C2)C=CC(=O)N2CCN(CC2)C(=O)C=2C=NC(=NC2)N2CC(CC2)O)F 3-(2,2-difluorobenzo[d][1,3]dioxol-5-yl)-1-(4-(2-(3-hydroxypyrrolidin-1-yl)pyrimidine-5-carbonyl)piperazin-1-yl)prop-2-en-1-one